5-bromo-N-methoxy-N-methyl-2-methylsulfanyl-pyrimidine-4-carboxamide BrC=1C(=NC(=NC1)SC)C(=O)N(C)OC